NC1=CC=C(C=N1)CC1CCN(CC1)C1=CC=C(C=C1)CO (4-(4-((6-aminopyridin-3-yl)methyl)piperidin-1-yl)phenyl)methanol